(1-(1-methyl-3-(1-methyl-1H-pyrazol-4-yl)-1H-indazol-5-yl)-3-(tetrahydrofuran-3-yl)-5,6-dihydroimidazo[1,5-a]pyrazin-7(8H)-yl)ethanone bis(2,2,2-trifluoroacetate) FC(C(=O)O)(F)F.FC(C(=O)O)(F)F.CN1N=C(C2=CC(=CC=C12)C=1N=C(N2C1CN(CC2)C(C)=O)C2COCC2)C=2C=NN(C2)C